3-methoxy-4-(oxetan-3-yloxy)benzaldehyde COC=1C=C(C=O)C=CC1OC1COC1